ClC1=C(C=C(C=C1)C(=O)N1C[C@@H](CCC1)NC(OC(C)(C)C)=O)[N+](=O)[O-] 1,1-dimethylethyl {(3R)-1-[(4-chloro-3-nitrophenyl)carbonyl]-3-piperidinyl}carbamate